OCCONC(=O)C1=CC2=C(N=CN2C)C(=C1NC1=C(C=C(C=C1)Br)Cl)F 6-(4-bromo-2-chloro-phenylamino)-7-fluoro-3-methyl-3H-benzoimidazole-5-carboxylic acid (2-hydroxy-ethoxy)-amide